7-[(2R,4S)-2-(5-cyclopropyl-1,3,4-oxadiazol-2-yl)tetrahydropyran-4-yl]-9-(4,4-difluorocyclohexyl)-2,3-dimethyl-pyrimido[1,2-b]pyridazin-4-one C1(CC1)C1=NN=C(O1)[C@@H]1OCC[C@@H](C1)C=1C=C(C=2N(N1)C(C(=C(N2)C)C)=O)C2CCC(CC2)(F)F